2-(1-Pyridin-3-yl-azetidin-3-yl)-1-(3,5,6,7-tetrahydro-1H-2,4-diaza-s-indacen-2-yl)-ethanone N1=CC(=CC=C1)N1CC(C1)CC(=O)N1CC2=CC=3CCCC3N=C2C1